perfluorooctanesulphonic acid tetrabutylammonium salt C(CCC)[N+](CCCC)(CCCC)CCCC.FC(C(C(C(C(C(C(C(F)(F)F)(F)F)(F)F)(F)F)(F)F)(F)F)(F)F)(S(=O)(=O)[O-])F